NC=1C2=C(N=CN1)N(C=C2C2=CC=C(CNC=1C(=NC(=CN1)C#N)C(=O)N[C@@H](C)C1=CC(=C(C=C1)F)F)C=C2)CCCN(C)C (S)-3-(4-(4-amino-7-(3-(dimethylamino)propyl)-7H-pyrrolo[2,3-d]pyrimidin-5-yl)benzylamino)-6-cyano-N-(1-(3,4-difluorophenyl)ethyl)pyrazine-2-carboxamide